CN1[C@H]2[C@H](OC=3C4=C(N=CN=C4C=CC31)NC3=CC(=C(C=C3)OC3=CC1=C(N(C=N1)C)C=C3)C)CCN(C2)C trans-7,9-dimethyl-N-(3-methyl-4-((1-methyl-1H-benzo[d]imidazol-5-yl)oxy)phenyl)-7a,8,9,10,11,11a-hexahydro-7H-pyrido[3',4':5,6][1,4]oxazino[2,3-f]quinazolin-1-amine